Triacetoxyvinyl-silane C(C)(=O)OC(=C(OC(C)=O)OC(C)=O)[SiH3]